ClC=1C(=NC(=NC1)N1C[C@@H](C[C@@H](C1)C)O)NC1=CC=2C3=C(CN(C2C=C1)C)OCC[C@@H](N3)C3CC3 (R)-10-((5-chloro-2-((3R,5S)-3-hydroxy-5-methylpiperidin-1-yl)pyrimidin-4-yl)amino)-2-cyclopropyl-7-methyl-1,2,3,4-tetrahydro-[1,4]oxazepino[2,3-c]quinolin